5a-(4-bromophenyl)-3-chloro-8,8a-dihydroxy-6-phenyl-5a,7,8,8a-tetrahydro-6H-cyclopenta[4,5]furo[3,2-b]pyridine-7-carboxylate BrC1=CC=C(C=C1)C12C(C3=NC=C(C=C3O1)Cl)(C(C(C2C2=CC=CC=C2)C(=O)[O-])O)O